17-(3-pyridyl)-androsta-5,16-diene-3beta-acetate N1=CC(=CC=C1)C=1[C@]2(C)[C@@H](CC1)[C@@H]1CC=C3C[C@H](CC[C@]3(C)[C@H]1CC2)CC(=O)[O-]